C1(=CC=CC=C1)C1=CC=NO1 5-phenyl-isoxazole